2-ethylbutyl ((((2R,3S,4R,5R)-5-(4-aminopyrrolo[2,1-f][1,2,4]triazin-7-yl)-5-cyano-3,4-dihydroxytetrahydrofuran-2-yl)methoxy)((4-(tert-butyl)naphthalen-1-yl)oxy)phosphoryl)-L-alaninate NC1=NC=NN2C1=CC=C2[C@]2([C@@H]([C@@H]([C@H](O2)COP(=O)(OC2=CC=C(C1=CC=CC=C21)C(C)(C)C)N[C@@H](C)C(=O)OCC(CC)CC)O)O)C#N